2-(2,3-difluoro-6-(2-morpholinothiazol-4-yl)phenoxy)-N-(8-((2-(2,6-dioxopiperidin-3-yl)-6-fluoro-1,3-dioxoisoindolin-5-yl)amino)octyl)acetamide FC1=C(OCC(=O)NCCCCCCCCNC=2C=C3C(N(C(C3=CC2F)=O)C2C(NC(CC2)=O)=O)=O)C(=CC=C1F)C=1N=C(SC1)N1CCOCC1